CC(CN)(CC)N 2-methyl-1,2-butylenediamine